Cl.ClC1=CC=C(C=C1)C=1CCCC2=C(C1C1=CC=C(C=C1)CC1CN(C1)CCCF)C=CC(=C2)C(=O)O 8-(4-chlorophenyl)-9-(4-((1-(3-fluoropropyl)azetidin-3-yl)methyl)phenyl)-6,7-dihydro-5H-benzo[7]annulene-3-carboxylic acid hydrochloride